bis[N-(spiro-9,9'-bifluoren-2-yl)-N-phenylamino]biphenyl C1=C(C=CC=2C3=CC=CC=C3C3(C4=CC=CC=C4C4=CC=CC=C43)C12)N(C1=CC=CC=C1)C1=CC=C(C=C1)C1=CC=C(C=C1)N(C1=CC=2C4(C3=CC=CC=C3C2C=C1)C1=CC=CC=C1C1=CC=CC=C14)C1=CC=CC=C1